O1CCN(CC1)C1CCC2=C(NC1=O)N=CC=C2 7-morpholino-8-oxo-6,7,8,9-tetrahydro-5H-pyrido[2,3-b]azepin